ClC1=NC=C(C(=C1)C1=C(C=NC(=C1)C)C(=O)NC=1SC2=C(N1)CN(C2)C(=O)C=2C=NN(C2)C(F)F)OC 2'-Chloro-N-(5-(1-(di-fluoromethyl)-1H-pyrazole-4-carbonyl)-5,6-dihydro-4H-pyrrolo[3,4-d]thiazol-2-yl)-5'-methoxy-6-methyl-[4,4'-bipyridine]-3-carboxamide